FC=1C(=CC(=NC1)OC)C=1C=C2N(N=CC=C2N2CC3CCC(C2)N3C(=O)OC(C)(C)C)C1 tert-Butyl 3-(6-(5-fluoro-2-methoxypyridin-4-yl)pyrrolo[1,2-b]pyridazin-4-yl)-3,8-diazabicyclo[3.2.1]octane-8-carboxylate